N[C@@H](CC(=O)O)C1=CNC2=CC(=CC=C12)OCC1=CC=CC=C1 (S)-3-amino-3-(6-(benzyloxy)-1H-indol-3-yl)propionic acid